CN1N=CC2=CC(=CC=C12)C=1C=C(C(=O)O)C=CC1 3-(1-methyl-1H-indazol-5-yl)benzoic acid